P(O)(O)O.B(O[Si](C)(C)C)(O[Si](C)(C)C)O[Si](C)(C)C tri(trimethylsilyl) borate phosphite